N-(2-((((CIS)-4-phenylcyclohexyl)oxy)methyl)pyridin-3-yl)methanesulfonamide C1(=CC=CC=C1)[C@H]1CC[C@H](CC1)OCC1=NC=CC=C1NS(=O)(=O)C